BrC1=CC=C2C(=NC(N(C2=C1)C1=CC(=NN1C)C(=O)NC1=C(C(=CC=C1)N1C(N=C(C2=CC=C(C=C12)Cl)N(C)C)=O)F)=O)N(C)C 5-(7-bromo-4-(dimethylamino)-2-oxoquinazolin-1(2H)-yl)-N-(3-(7-chloro-4-(dimethylamino)-2-oxoquinazolin-1(2H)-yl)-2-fluorophenyl)-1-methyl-1H-pyrazole-3-carboxamide